CCCCN1C2=C(C=CC(=C2)OC)C3=C1C(=NC=C3)C The molecule is a member of the class of beta-carbolines that is 9H-beta-carboline substituted by a butyl group at position 9, methoxy group at position 7 and a methyl group at position 1. It is semisynthetic derivative of harmine and has been shown to exhibit significant anti-HIV activity. It has a role as an anti-HIV agent. It is an aromatic ether, a member of beta-carbolines and a semisynthetic derivative. It derives from a harmine.